butylenebisarachidic acid amide C(CCCCCCCCCCCCCCCCCCCCCCC(=O)N)CCCCCCCCCCCCCCCCCCCC(=O)N